Ethyl 3-iodo-5,6,7,8-tetrahydroimidazo[1,2-a]pyridine-2-carboxylate IC1=C(N=C2N1CCCC2)C(=O)OCC